(1R,2S)-2-fluorocyclopropane-1-carboxylic acid F[C@@H]1[C@H](C1)C(=O)O